C(C)C(CC)C1=C(C(=CC=C1)C(CC)CC)N1C(N(C(=C1Cl)Cl)C1=C(C=CC=C1C(CC)CC)C(CC)CC)=CC1=NC=CC(=C1Cl)Cl [1,3-BIs[2,6-bis(1-ethylpropyl)phenyl]-4,5-dichloro-1,3-dihydro-2H-imidazol-2-ylidene]dichloro(2-methylpyridine)